ON(C(CCC)=O)O N,N-dihydroxyethyl-acetamide